tert-butyl (4'-((R)-3-hydroxy-3-methylpiperidin-1-yl)-2'-(methylthio)-3,4,5',8'-tetrahydro-2H-spiro[naphthalene-1,7'-pyrano[4,3-d]pyrimidin]-7-yl)carbamate O[C@]1(CN(CCC1)C=1C2=C(N=C(N1)SC)CC1(OC2)CCCC2=CC=C(C=C21)NC(OC(C)(C)C)=O)C